(4-bromophenyl)-2,2,2-trifluoro-acetamide BrC1=CC=C(C=C1)NC(C(F)(F)F)=O